((1s,4s)-4-((5-(8-fluoroimidazo[1,2-a]pyridin-6-yl)-4-methoxy-7H-pyrrolo[2,3-d]pyrimidin-2-yl)amino)cyclohexyl)(pyrrolidin-1-yl)methanone FC=1C=2N(C=C(C1)C1=CNC=3N=C(N=C(C31)OC)NC3CCC(CC3)C(=O)N3CCCC3)C=CN2